N1(C=NC=C1)C1=NC(=CC=C1)N1C=NC=C1 2,6-bis(1-imidazolyl)pyridine